(1R,5S)-3-methyl-3-azabicyclo[3.1.0]hexane-6-carboxylic Acid CN1C[C@H]2C([C@H]2C1)C(=O)O